C1(=CC=CC=C1)[B-](C1=CC=CC=C1)(C1=CC=CC=C1)C1=CC=CC=C1.C[P+](C)(C)C Tetramethylphosphonium tetraphenylborohydride